NC1=CC=C(N=N1)N1[C@@H]2CN([C@H](C1)C2)C(=O)C2=NC=C(C(=C2)OC)C2=CC=C(C=C2)C(F)(F)F [(1S,4S)-5-(6-Amino-pyridazin-3-yl)-2,5-diaza-bicyclo[2.2.1]hept-2-yl]-[4-methoxy-5-(4-trifluoromethyl-phenyl)-pyridin-2-yl]-methanone